C(C)[C@H]1N(C[C@@H](N(C1)C=1C2=C(N(C(N1)=O)C)C=CC(=N2)C#N)C)C(C)C2=CC=C(C=C2)C2CCOCC2 4-((2S,5R)-5-ethyl-2-methyl-4-(1-(4-(tetrahydro-2H-pyran-4-yl)phenyl)ethyl)piperazin-1-yl)-1-methyl-2-oxo-1,2-dihydropyrido[3,2-d]pyrimidine-6-carbonitrile